CC(C)(C1=CC=C(C=C1)C1=CC=CC=C1)OC(N(C1CCNCC1)C)=O [1-methyl-1-(4-phenylphenyl)ethyl]N-methyl-N-(4-piperidyl)carbamate